COCC(=O)NN.[K] potassium 2-(2-methoxyacetyl)hydrazine